C(C=C)C=1C(=NC=NC1O)O 5-allyl-pyrimidine-4,6-diol